(R)-N-(4-cyclobutyl-3-(3,3-difluorocyclobutyl)-1-methyl-1H-pyrazol-5-yl)-2-(1-(trifluoro-methyl)cyclopropyl)propanamide C1(CCC1)C=1C(=NN(C1NC([C@H](C)C1(CC1)C(F)(F)F)=O)C)C1CC(C1)(F)F